N-(4-{2-[2-(trifluoromethyl)phenyl]acetamido}pyridin-2-yl)acetamide FC(C1=C(C=CC=C1)CC(=O)NC1=CC(=NC=C1)NC(C)=O)(F)F